[Cl-].[Cl-].C[Zr-6](C1C=CC2=C(C=3CCCC3C=C12)C1=CC=CC=C1)(C1C=C(C=C1)CCCC)(=[SiH2])(=[SiH2])(C)(C)C Tetramethyldisilylene(3-n-butylcyclopentadienyl)(4-phenyl-1,5,6,7-tetrahydro-s-indacenyl)zirconium(IV) dichloride